C(C1CO1)OCC(C(C(C(C(C(C(C(COCC1CO1)(F)F)(F)F)(F)F)(F)F)(F)F)(F)F)(F)F)(F)F 1,10-bis(2,3-epoxypropoxy)-2,2,3,3,4,4,5,5,6,6,7,7,8,8,9,9-hexadecafluorodecane